FC1=C(C=C(C(=C1)C)C1=CC2=C(N=C(N=C2)NC)N=C1)NC(=O)N1C[C@H](CC1)OC(F)(F)F (3S)-N-[2-fluoro-4-methyl-5-[2-(methylamino)pyrido[2,3-d]pyrimidin-6-yl]phenyl]-3-(trifluoromethoxy)pyrrolidine-1-carboxamide